C1(=CC=CC=C1)C(C)O phenylethane-1-ol